1,4-bis(4-formylphenoxy)-2,5-bis(dimethylaminomethyl)benzene C(=O)C1=CC=C(OC2=C(C=C(C(=C2)CN(C)C)OC2=CC=C(C=C2)C=O)CN(C)C)C=C1